N(=C=O)C1=CC(=C(C=C1)C(F)(F)F)F 1-isocyanato-3-Fluoro-4-(trifluoromethyl)benzene